N[C@H]1CN(CC[C@H]1F)C=1C(=CC(=NC1)C1=CC(=CC=C1)Cl)CN1C2=NC=NC(=C2N=C1)N 9-((5-((3S,4R)-3-amino-4-fluoropiperidin-1-yl)-2-(3-chlorophenyl)pyridin-4-yl)methyl)-9H-purin-6-amine